ClC=1C=C(C=CC1F)NC(N([C@@H]1C=2C(=CC(NC2CCC1)=O)C(F)(F)F)CC(C)C)=O (S)-3-(3-chloro-4-fluorophenyl)-1-isobutyl-1-(2-oxo-4-(trifluoromethyl)-1,2,5,6,7,8-hexahydroquinolin-5-yl)urea